BrC1=C(C(=O)O)C=C(C(=C1)C(C)O)F bromo-5-fluoro-4-(1-hydroxyethyl)benzoic acid